butyl-6-(3-bromo-2-methylphenyl)-3,4-dihydroisoquinoline C(CCC)C1=NCCC2=CC(=CC=C12)C1=C(C(=CC=C1)Br)C